N1(C=NC=C1)C(=O)C1=CC(=C(C=C1C)/N=C/N(C)CC)C (E)-N'-(4-(1H-imidazole-1-carbonyl)-2,5-dimethylphenyl)-N-ethyl-N-methylformimidamide